C(C)(C)(C)OC(=O)N1CCN(CC1)C1=NC=NC2=CC=C(C=C12)C=1C=NC(=C(C1)NS(=O)(=O)C1=CC=CC=C1)OC 4-(6-(6-methoxy-5-(benzenesulfonamido)pyridin-3-yl)quinazolin-4-yl)piperazine-1-carboxylic acid tert-butyl ester